(S)-5-(2-chloro-5-(isobutyrylaminomethyl)benzoylamino)-N-(1-(naphthalen-2-yl)ethyl)-1-(2,2,2-trifluoroethyl)-1H-indole-2-carboxamide ClC1=C(C(=O)NC=2C=C3C=C(N(C3=CC2)CC(F)(F)F)C(=O)N[C@@H](C)C2=CC3=CC=CC=C3C=C2)C=C(C=C1)CNC(C(C)C)=O